1-((1R,5S,6s)-6-((4-amino-7-(3-hydroxypropyl)-5-(3-methoxy-4-((6-methylpyridin-2-yl)oxy)phenyl)-7H-pyrrolo[2,3-d]pyrimidin-6-yl)ethynyl)-3-azabicyclo[3.1.0]hexan-3-yl)prop-2-en-1-one NC=1C2=C(N=CN1)N(C(=C2C2=CC(=C(C=C2)OC2=NC(=CC=C2)C)OC)C#CC2[C@@H]1CN(C[C@H]21)C(C=C)=O)CCCO